Cl.ClC=1C=C(O[C@@H]2CN(CCC2)C2(CCOCC2)C(=O)N[C@@H](C)C2=CC=C(C(=O)O)C=C2)C=CC1 4-[(1S)-1-[[4-[(3S)-3-(3-Chlorophenoxy)-1-piperidyl]tetrahydropyran-4-carbonyl]amino]ethyl]benzoic acid, hydrochloride